NC=1C(=CC(=C(C1)C1=C2CN(CC2=CC=C1)C(=O)OC(C)(C)C)F)F tert-butyl 4-(5-amino-2,4-difluoro-phenyl)isoindoline-2-carboxylate